((4-bromo-2-fluorophenyl)amino)-2,2-dimethylpropionic acid BrC1=CC(=C(C=C1)NCC(C(=O)O)(C)C)F